CC=1SC(=C(N1)C(F)(F)F)CN1CC2(CN(C2)C(=O)N2CC3(C2)CC(C3)N3N=C(N=C3)C(F)(F)F)C1 [6-[[2-methyl-4-(trifluoromethyl)thiazol-5-yl]methyl]-2,6-diazaspiro[3.3]heptan-2-yl]-[6-[3-(trifluoromethyl)-1,2,4-triazol-1-yl]-2-azaspiro[3.3]heptan-2-yl]methanone